tertiary butyl phenyl phosphate aluminum [Al+3].P(=O)(OC(C)(C)C)(OC1=CC=CC=C1)[O-].C(C)(C)(C)OP(=O)(OC1=CC=CC=C1)[O-].C(C)(C)(C)OP(=O)(OC1=CC=CC=C1)[O-]